1,2-dibutyl-4-methoxybenzene C(CCC)C1=C(C=C(C=C1)OC)CCCC